(Z)-2-[2-(4-cyanophenyl)-1-[3-(trifluoromethyl)phenyl]ethylidene]-N-[4-(difluoromethoxy)phenyl]-hydrazinecarboxamide C(#N)C1=CC=C(C=C1)C/C(/C1=CC(=CC=C1)C(F)(F)F)=N/NC(=O)NC1=CC=C(C=C1)OC(F)F